1-(3-chlorophenyl)-3-[(1R)-2-hydroxy-1-[2-(2,2,2-trifluoroethoxy)pyridin-4-yl]ethyl]urea ClC=1C=C(C=CC1)NC(=O)N[C@@H](CO)C1=CC(=NC=C1)OCC(F)(F)F